(1-methyl-1H-pyrazol-4-yl)sulfonyl chloride CN1N=CC(=C1)S(=O)(=O)Cl